tert-butyl N-[(1R)-1-(hydroxymethyl)-2-[1-(trifluoromethyl)cyclopropyl]ethyl]carbamate OC[C@@H](CC1(CC1)C(F)(F)F)NC(OC(C)(C)C)=O